C1(CCC1)[C@H]([C@@H](CO)NC(OC(C)(C)C)=O)CCO tert-Butyl N-[(1S,2R)-2-cyclobutyl-4-hydroxy-1-(hydroxymethyl)butyl]carbamate